4-iodo-2-isopropyl-1-(methoxy)benzene IC1=CC(=C(C=C1)OC)C(C)C